5-chloro-N-[(4-nitropyridin-2-yloxy)phenylthiocarbamoyl]thiophene-2-carboxamide ClC1=CC=C(S1)C(=O)NC(N(C1=CC=CC=C1)OC1=NC=CC(=C1)[N+](=O)[O-])=S